N-(3-chloro-4-{[2-(5-{[(2-methoxyethyl)amino]methyl}pyridin-2-yl)thieno[3,2-b]pyridin-7-yl]oxy}phenyl)-1-(4-fluorophenyl)-4-methoxy-2-oxo-1,2-dihydropyridine-3-carboxamide ClC=1C=C(C=CC1OC1=C2C(=NC=C1)C=C(S2)C2=NC=C(C=C2)CNCCOC)NC(=O)C=2C(N(C=CC2OC)C2=CC=C(C=C2)F)=O